NC=1C=2N(C=CN1)C(=NC2C2=CC(=C(C=C2)NC(=O)NC2=CC(=C(C=C2)OC2CCN(CC2)C)C(F)(F)F)F)C2CC2 1-(4-(8-amino-3-cyclopropylimidazo[1,5-a]pyrazin-1-yl)-2-fluorophenyl)-3-(4-((1-methylpiperidin-4-yl)oxy)-3-(trifluoromethyl)phenyl)urea